2-(imidazo[1,2-a]pyridin-8-ylmethoxy)-4-methoxybenzaldehyde N=1C=CN2C1C(=CC=C2)COC2=C(C=O)C=CC(=C2)OC